(5-amino-2-methyl-6-(pyridin-4-yl)-2,3-dihydrobenzofuran-2-yl)methanol NC=1C(=CC2=C(CC(O2)(C)CO)C1)C1=CC=NC=C1